2-((1H-pyrazol-1-yl)methyl)-N-(3-(5-fluoro-2-(4-(2-methoxyethoxy)phenylamino)pyrimidin-4-ylamino)phenyl)acrylamide N1(N=CC=C1)CC(C(=O)NC1=CC(=CC=C1)NC1=NC(=NC=C1F)NC1=CC=C(C=C1)OCCOC)=C